[Si](C1=CC=CC=C1)(C1=CC=CC=C1)(C(C)(C)C)O[C@H]1CN(C[C@@H]1O)C(=O)OC(C)(C)C tert-butyl (3S,4S)-3-[(tert-butyldiphenylsilyl)oxy]-4-hydroxypyrrolidine-1-carboxylate